NC1=CC=C2C(=N1)N(C(=N2)C2=CC=C(C=C2)F)C2=CC1=C(NCS1)C=C2 6-[5-Amino-2-(4-fluorophenyl)imidazo[4,5-b]pyridin-3-yl]-3H-1,3-benzothiazol